FC=1C=C(C=C(C1)F)C=1C=C(C(=NC1)C1=NC=2N(C=C1)N=C(C2)C(F)(F)F)S(=O)(=O)CC 5-(5-(3,5-difluorophenyl)-3-(ethylsulfonyl)pyridin-2-yl)-2-(trifluoromethyl)pyrazolo[1,5-a]pyrimidine